2-(2-((1r,2s)-2-aminocyclohexyl)ethyl)-6-bromo-7-fluoroisoquinolin-1(2H)-one N[C@@H]1[C@H](CCCC1)CCN1C(C2=CC(=C(C=C2C=C1)Br)F)=O